CC1=CN=C2N1C=CC(=C2C2=C(C=C(C=C2O)CCC)O)C 2-(3,7-dimethylimidazo[1,2-a]pyridin-8-yl)-5-propylbenzene-1,3-diol